(1-(4-chlorophenyl)vinyl)acetamide ClC1=CC=C(C=C1)C(=C)CC(=O)N